C1(C(CC2=CC=CC=C12)=O)=O indenedione